C[Si](N(CCCCCC)CCCCCC)(C)C N-(trimethylsilyl)dihexylamine